CN1C=C(C=2C1=CN=C(C2)NC(C)=O)C2=CC(=C1C(=N2)C2(OCC1)COCC2)OCC2CN(C2)C N-(1-methyl-3-(4'-((1-methylazetidin-3-yl)methoxy)-4,5,5',6'-tetrahydro-2H-spiro[furan-3,8'-pyrano[3,4-b]pyridin]-2'-yl)-1H-pyrrolo[2,3-c]pyridin-5-yl)acetamide